7-chloro-6-fluoro-4-oxo-1-[4-(pyridin-3-yl)-1,3-thiazol-2-yl]-1,4-dihydro-1,8-naphthyridine-3-carboxylate ClC1=C(C=C2C(C(=CN(C2=N1)C=1SC=C(N1)C=1C=NC=CC1)C(=O)[O-])=O)F